C(N)(=O)C=1C=C(C=CC1Cl)[C@@H](CO)N1C(N[C@](C1=O)(CC(C)(C)C)C1=C(C=C(C=C1)C=1C=NN(C1)C(F)F)F)=NC(OC(C)(C)C)=O tert-butyl ((R)-1-((S)-1-(3-carbamoyl-4-chlorophenyl)-2-hydroxyethyl)-4-(4-(1-(difluoromethyl)-1H-pyrazol-4-yl)-2-fluorophenyl)-4-neopentyl-5-oxoimidazolidin-2-ylidene)carbamate